(R)-N'-((7-fluoro-5-(2-methoxypyridin-4-yl)-2,3-dihydro-1H-inden-4-yl)carbamoyl)-6,7-dihydro-5H-pyrazolo[5,1-b][1,3]oxazine-3-sulfonimidamide FC=1C=C(C(=C2CCCC12)NC(=O)N=[S@](=O)(N)C=1C=NN2C1OCCC2)C2=CC(=NC=C2)OC